N-tert-butyl-2-[methyl[2-(4-methylpyridin-2-yl)-5,6,7,8-tetrahydroquinazolin-4-yl]amino]acetamide C(C)(C)(C)NC(CN(C1=NC(=NC=2CCCCC12)C1=NC=CC(=C1)C)C)=O